NC=1C(=CC(=C(C#N)C1)N1CCN(CC1)CC=1SC2=C(N1)C=CC=C2)CC(C)C 5-amino-2-(4-(benzo[d]thiazol-2-ylmethyl)piperazin-1-yl)-4-isobutylbenzonitrile